CC1=NN(C2=NC(=NC=C21)NC=2C(=CC=1N(C2)N=CN1)C)C1CCC2(CC2)CC1 3-methyl-N-(7-methyl-[1,2,4]triazolo[1,5-a]pyridin-6-yl)-1-(spiro[2.5]octan-6-yl)-1H-pyrazolo[3,4-d]pyrimidin-6-amine